1-chloroisoquinoline-6-carbaldehyde ClC1=NC=CC2=CC(=CC=C12)C=O